2-(2,6-dichloro-3-methylphenylamino)benzoic acid ClC1=C(C(=CC=C1C)Cl)NC1=C(C(=O)O)C=CC=C1